[N+](=O)([O-])C1=CC(=CC2=C1N[C@H](CO2)C2CCOCC2)S(=O)(=O)NC(C2=C(C=CC=C2)OC=2C=C1C(=NC2)NC=C1)=O N-[(3S)-5-nitro-3-(oxan-4-yl)-3,4-dihydro-2H-1,4-benzoxazin-7-ylsulfonyl]-2-[1H-pyrrolo[2,3-b]pyridin-5-yloxy]benzamide